(benzothienopyrimidineyl)(terPhenylyl)indolocarbazole N1=C(N=CC2=C1C1=C(S2)C=CC=C1)C=1C(=C2C(=CC1)N=C1C=CC3=C4C=CC=CC4=NC3=C12)C1=C(C=CC=C1)C=1C(=CC=CC1)C1=CC=CC=C1